FC1=C(C=C(C(=C1)F)F)C1=C(C=CC=C1)NC(=O)C=1C(=NN(C1Cl)C)C(F)(F)F N-(2',4',5'-trifluoro-biphenyl-2-yl)-5-chloro-1-methyl-3-trifluoromethyl-pyrazol-4-ylcarboxamide